methylenebis-furan C(C=1OC=CC1)C=1OC=CC1